BrC1=CC=C(C=C1)N1N=C(C(=C1)C1=CC=C(C=C1)F)C1OCC(N1C1=CC=C(C=C1)[N+](=O)[O-])=O (1-(4-bromophenyl)-4-(4-fluorophenyl)-1H-pyrazol-3-yl)-3-(4-nitrophenyl)oxazolidin-4-one